COC1=C2C=C(N(C2=CC=C1CN1CCC2(CN(C2)C2=NC=NC3=CC=C(C=C23)CC(F)(F)F)CC1)CC(C)N1CCN(CC1)S(=O)(=O)C)C#N 4-methoxy-1-[2-(4-methylsulfonylpiperazin-1-yl)propyl]-5-[[2-[6-(2,2,2-trifluoroethyl)quinazolin-4-yl]-2,7-diazaspiro[3.5]nonan-7-yl]methyl]indole-2-carbonitrile